C(CCCCCCCCCCCCCCC)(=O)N[C@@H](CC1=CC=CC=C1)C(=O)O N-palmitoyl-PhenylAlanine